(S)-N-(2-(2-cyano-4,4-difluoropyrrolidin-1-yl)-2-oxoethyl)-3-((4-fluorobenzyl)amino)isonicotinamide C(#N)[C@H]1N(CC(C1)(F)F)C(CNC(C1=C(C=NC=C1)NCC1=CC=C(C=C1)F)=O)=O